FC1(CN(C1)C1=CC=C(C=C1)CC(=O)N)F [4-(3,3-difluoroazetidin-1-yl)phenyl]acetamide